NC/C(/C(=O)C1=CC=CC=C1)=C\C1=CC=CC=C1 (E)-2-(aminomethyl)-1,3-diphenyl-prop-2-en-1-one